1-[trans-4-cyanotetrahydro-2H-pyran-3-yl]-3-[(2-hydroxy-4-methyl-1,2-benzoxaborole-6-yl)amino]pyrazole-4-carboxamide C(#N)[C@H]1[C@@H](COCC1)N1N=C(C(=C1)C(=O)N)NC1=CC2=C(CB(O2)O)C(=C1)C